2-[2-[2-(8-chloro-4-oxo-chroman-2-yl)-5-(trifluoromethyl)phenoxy]ethoxy]acetic acid ClC=1C=CC=C2C(CC(OC12)C1=C(OCCOCC(=O)O)C=C(C=C1)C(F)(F)F)=O